(E)-Ethyl 5-chloro-1-(3,5-difluorobenzyl)-4-(2-methoxyvinyl)-1H-pyrazole-3-carboxylate ClC1=C(C(=NN1CC1=CC(=CC(=C1)F)F)C(=O)OCC)\C=C\OC